FC(C(=O)O)(F)F.NC=1N=CC(=NC1N1N=NC=C1)C=1C=C(C=CC1C)S(=O)(=O)NC12CCC(C1)(C2)C#N 3-(5-Amino-6-(1H-1,2,3-triazol-1-yl)pyrazin-2-yl)-N-(4-cyanobicyclo[2.1.1]hexan-1-yl)-4-methylbenzenesulfonamide Trifluoroacetate Salt